C(CSCCO)O thiodiethylene glycol